C(C)(C)(C)OC(=O)N1C[C@H](OC[C@@H]1C(C)C)C1=C(C=CC=C1)N (2R,5S)-2-(2-aminophenyl)-5-(propan-2-yl)morpholine-4-carboxylic acid tert-butyl ester